tert-butyl (4S,7S)-2-[7-[2,4-difluoro-6-(2-methoxyethoxy)phenyl]-4-hydroxy-thieno[3,2-c]pyridin-6-yl]-4,7-dimethyl-6,7-dihydro-4H-pyrazolo[1,5-a]pyrazine-5-carboxylate FC1=C(C(=CC(=C1)F)OCCOC)C=1C2=C(C(=NC1C1=NN3C([C@@H](N(C[C@@H]3C)C(=O)OC(C)(C)C)C)=C1)O)C=CS2